2-(2,6-dimethyl-4-{3-[4-(methylsulfanyl)phenyl]-3-oxoprop-1-yl}phenoxy)-2-methylpropionic acid CC1=C(OC(C(=O)O)(C)C)C(=CC(=C1)CCC(=O)C1=CC=C(C=C1)SC)C